(R)-N-((7-((S)-1-(4-chlorobenzyl)piperidin-3-yl)-2-methylpyrazolo[1,5-a]pyrimidin-3-yl)methyl)-1-(tetrahydro-2H-pyran-4-yl)ethan-1-amine ClC1=CC=C(CN2C[C@H](CCC2)C2=CC=NC=3N2N=C(C3CN[C@H](C)C3CCOCC3)C)C=C1